2-(1,1'-biphenyl-4-yl)-4-[4-(9H-carbazol-9-yl)phenyl]-6-(dibenzofuran-3-yl)-1,3,5-triazine C1(=CC=C(C=C1)C1=NC(=NC(=N1)C1=CC=C(C=C1)N1C2=CC=CC=C2C=2C=CC=CC12)C=1C=CC2=C(OC3=C2C=CC=C3)C1)C1=CC=CC=C1